ClC1=C(C=CC=C1)N1C(N=C(C2=C(C=C(C=C12)C1CC1)OC)NC)=O 1-(2-chlorophenyl)-7-cyclopropyl-5-methoxy-(methylamino)quinazolin-2(1H)-one